CN(C(=O)[C@H]1NCCNC1)CC(NC=1SC2=C(N1)C=CC(=C2)OC(F)(F)F)=O (S)-N-methyl-N-(2-oxo-2-((6-(trifluoromethoxy)benzo[d]thiazol-2-yl)amino)ethyl)piperazine-2-carboxamide